C(CCCCCCCCCCCCCCCCCCCCC)(=O)O.C(CCCCCCCCCCCCCCCCCCCCC)(=O)O.OCC(O)CO.OCC(O)CO diglycerin dibehenate